butyl 3-((3-(((5-chloro-3-isopropylpyrazolo[1,5-a]pyrimidin-7-yl)amino)methyl)phenyl)amino)azetidine-1-carboxylate ClC1=NC=2N(C(=C1)NCC=1C=C(C=CC1)NC1CN(C1)C(=O)OCCCC)N=CC2C(C)C